NC1=C(C=C(C(=O)NC=2C(N(C=CC2)C2(CC2)C(=O)N[C@@H](CC(=O)OCC)C#N)=O)C=C1)Cl Ethyl (S)-3-(1-(3-(4-amino-3-chlorobenzamido)-2-oxopyridin-1(2H)-yl)cyclopropane-1-carboxamido)-3-cyanopropanoate